2-(5-fluoro-2-isopropylphenyl)-4,4,5,5-tetramethyl-1,3,2-dioxaborolane FC=1C=CC(=C(C1)B1OC(C(O1)(C)C)(C)C)C(C)C